CC1([C@H]2CN([C@@H]([C@@H]12)C(=O)O)C(C(C)C=1N(N=C(C1)C(F)(F)F)C1OCCCC1)=O)C (1r,2s,5s)-6,6-dimethyl-3-[2-[2-tetrahydropyran-2-yl-5-(trifluoromethyl)pyrazol-3-yl]propionyl]-3-azabicyclo[3.1.0]hexane-2-carboxylic acid